Dodecanoic acid butyl ester C(CCC)OC(CCCCCCCCCCC)=O